Hexa-1,4-dien C=CCC=CC